N=C1C(NC2=CC=CC=C12)=O 3-iminooxindole